2,5-diisopropenylbenzenethiol C(=C)(C)C1=C(C=C(C=C1)C(=C)C)S